C1(CC1)S(=O)(=O)NC=1SC=C(N1)C(C(=O)NC1=CC=C(C=N1)C=1C=NC=C(C1)OCCC)(C)C 2-(2-(cyclopropanesulfonamido)thiazol-4-yl)-2-methyl-N-(5'-propoxy-[3,3'-bipyridin]-6-yl)propanamide